C(CCCCCCCC)(=O)C(C1CC(C(CC1)(N)N)C)C1CC(C(CC1)(N)N)C nonanoyl-4,4'-methylenebis(2-methyl-cyclohexanediamine)